C(CCC)C(C(O)=O)(CCCCCCCC)CC α-butyl-α-ethyl-capric acid